di-dodecyl 3,3'-thiodipropionate S(CCC(=O)OCCCCCCCCCCCC)CCC(=O)OCCCCCCCCCCCC